4-(4-chloro-6-(5-methyl-1,4-oxaazepan-4-yl)pyridinamido)-2-methylbenzoic acid ClC1=CC(=NC(=C1)N1CCOCCC1C)C(=O)NC1=CC(=C(C(=O)O)C=C1)C